(3R,4R,5R)-3-amino-4,5-dimethylheptanoic acid N[C@H](CC(=O)O)[C@@H]([C@@H](CC)C)C